N,N,1-trimethyl-3-[2-(tetrahydro-2H-pyran-4-ylamino)pyrimidin-4-yl]-1H-pyrazole-5-carboxamide CN(C(=O)C1=CC(=NN1C)C1=NC(=NC=C1)NC1CCOCC1)C